ClC=1C=C(C=NC1)C1=NC(=C2N=CN(C2=N1)[C@H]1[C@@H]([C@@H]([C@H](O1)C(=O)NC([2H])([2H])[2H])O)O)NC([2H])([2H])[2H] (2s,3s,4r,5r)-5-(2-(5-chloropyridin-3-yl)-6-((methyl-d3)-amino)-9H-purin-9-yl)-3,4-dihydroxy-N-(methyl-d3)-tetrahydrofuran-2-carboxamide